C(CCC)C=C=S butyl-thioketen